tert-butyl N-[(1R,3S,5S)-8-[5-(hydroxymethyl)-3-iodo-1-{[2-(trimethylsilyl)ethoxy] methyl}-1H-pyrazolo[3,4-b]pyrazin-6-yl]-8-azabicyclo[3.2.1]octan-3-yl]carbamate OCC=1N=C2C(=NC1N1[C@H]3CC(C[C@@H]1CC3)NC(OC(C)(C)C)=O)N(N=C2I)COCC[Si](C)(C)C